9-(4-nitrophenyl)-1,2,3,9-tetrahydro-4H-carbazol-4-one [N+](=O)([O-])C1=CC=C(C=C1)N1C2=CC=CC=C2C=2C(CCCC12)=O